NC=1N=NC(=CC1C1=NC=CC(=C1)C1C[C@H]2COC[C@@H](C1)N2C(=O)OC(C)(C)C)C2=C(C(=CC=C2)F)OCOC tert-butyl (1R,5S,7s)-7-[2-[3-amino-6-[3-fluoro-2-(methoxymethoxy) phenyl] pyridazin-4-yl]-4-pyridyl]-3-oxa-9-azabicyclo[3.3.1]nonane-9-carboxylate